OC(C(C)S(=O)(=O)N(CC1=CC=C(C=C1)OC)CC1=CC=C(C=C1)OC)C1=NC(=CC=C1)C1=NN=NN1CC1=CC=C(C=C1)OC 1-hydroxy-N,N-bis(4-methoxybenzyl)-1-(6-(1-(4-methoxybenzyl)-1H-tetrazol-5-yl)pyridin-2-yl)propane-2-sulfonamide